C(C)(=O)C=1C(=CC2=C(OCO2)C1)NC(CC1CN(CCC1)C(=O)OC(C)(C)C)=O tert-Butyl 3-(2-((6-Acetylbenzo[d][1,3]dioxol-5-yl)amino)-2-oxoethyl)-piperidine-1-carboxylate